C(C)N(C(CNS(=O)(=O)C1=CC=C2C=CNC2=C1)C1=CN(C2=CC=CC=C12)C)C N-(2-(ethyl(methyl)amino)-2-(1-methyl-1H-indol-3-yl)ethyl)-1H-indole-6-sulfonamide